6-(4-((3aR,6aS)-5-isopropylhexahydropyrrolo[3,4-c]pyrrol-2(1H)-yl)phenyl)-1,4-dimethyl-2-(4-(methylsulfonyl)phenyl)-1H-imidazo[4,5-c]pyridine C(C)(C)N1C[C@@H]2[C@H](C1)CN(C2)C2=CC=C(C=C2)C2=CC1=C(C(=N2)C)N=C(N1C)C1=CC=C(C=C1)S(=O)(=O)C